CC1(C(C1)C1=NOC(=N1)C1CCN(CC1)C(CC1=NC(=NO1)C)=O)C 1-(4-(3-(2,2-dimethylcyclopropyl)-1,2,4-oxadiazol-5-yl)piperidin-1-yl)-2-(3-methyl-1,2,4-oxadiazol-5-yl)ethan-1-one